3-[3-(3-tert-Butylphenylamino)-2-hydroxypropyl]-1H-1,2,4-triazole-5(4H)-thione C(C)(C)(C)C=1C=C(C=CC1)NCC(CC1=NNC(N1)=S)O